3,4-difluoro-1-(3'-(diphenylamino)-[1,1'-biphenyl]-4-yl)-2-pyrrolidinecarboxaldehyde FC1C(N(CC1F)C1=CC=C(C=C1)C1=CC(=CC=C1)N(C1=CC=CC=C1)C1=CC=CC=C1)C=O